ClC1=C(C=C2C=C(N=CC2=C1)NC(=O)C1C(C1)C=1C=NC=CC1)C1CCN(CC1)[C@]1(COC[C@H]1O)C N-(7-chloro-6-(1-((3S,4S)-4-hydroxy-3-methyltetrahydrofuran-3-yl)piperidin-4-yl)isoquinolin-3-yl)-2-(pyridin-3-yl)cyclopropane-1-carboxamide